N-(3,3-dimethylbutan-2-yl)ethane-1,2-diamine CC(C(C)NCCN)(C)C